ClC=1C=C2CC(COC2=CC1)NS(=O)(=O)C1=CC(=C(N1)C)C(=O)OCC Ethyl 5-(N-(6-chlorochroman-3-yl)sulfamoyl)-2-methyl-1H-pyrrole-3-carboxylate